[5-bromo-3-(2-methylsulfanyl Methyl-ethyl)-2,4-dioxo-3,4-dihydro-2H-pyrimidin-1-yl]-acetate BrC=1C(N(C(N(C1)CC(=O)[O-])=O)CCCSC)=O